[N+](=O)([O-])C=1C(=CC2=C(NC=N2)C1)C(=O)OC Methyl 6-nitro-1H-benzo[d]imidazole-5-carboxylate